C(C)(C)(C)OC(=O)N(C1=CC=C(S1)C(=O)OC)CC#C methyl 5-((tert-butoxycarbonyl)(prop-2-yn-1-yl)amino)thiophene-2-carboxylate